C(C)C(C(C(=O)[O-])(CC)CC)(CCC)CC Tetraethylhexanoate